Cl.Cl.CC=1C=C(C=C(C1)COC1=CC=C(C=C1)C=1NCCCN1)COC1=CC=C(C=C1)C=1NCCCN1 2,2'-((((5-methyl-1,3-phenylene)bis(methylene))bis(oxy))bis(4,1-phenylene))bis(1,4,5,6-tetrahydropyrimidine) dihydrochloride